C(C)(C)(C)OC(=O)N1CCC2=C(CC1)C=C(C=C2)C#N 7-cyano-4,5-dihydro-1H-benzo[d]azepine-3(2H)-carboxylic acid tert-butyl ester